C(CCC)OC(CCC)=O.C(C(C)C)(=O)OCCCC Butyl isobutyrate butyl-butyrate